C(C)(C)(C)OC(=O)N[C@@H](CC(=O)O)CC1=C(C=C(C(=C1)F)F)F (R)-3-tert-butoxycarbonylamino-4-(2,4,5-trifluorophenyl)butanoic acid